C1=CC=CC=2C3=CC=CC=C3C(C12)COC(N(CC#C)CC1=C(C=CC(=C1)N)CO[Si](C1=CC=CC=C1)(C1=CC=CC=C1)C(C)(C)C)=O.C1(CC1)CN(CC=CC=O)C 4-((cyclopropylmethyl)(methyl)amino)but-2-en-1-one (9H-fluoren-9-yl)methyl-(5-amino-2-(((tert-butyldiphenylsilyl)oxy)methyl)benzyl)(prop-2-yn-1-yl)carbamate